C(C1=CC=CC=C1)NS(=O)(=O)C1=CC=C(C)C=C1 N-Benzyl-p-toluenesulphonamide